FC(F)(F)OC(C)=O.C(CCC)N1C=[N+](C=C1)C 1-butyl-3-methylimidazolium trifluoromethyl-acetate